pyridine nickel [Ni].N1=CC=CC=C1